CC1(OC[C@H](O1)COC1=C(C=C(C=C1C)C1=NOC(=N1)C1=CC(=NC(=C1)OC)C1CCCC1)CC)C 4-{3-[4-((R)-2,2-dimethyl-[1,3]dioxolan-4-ylmethoxy)-3-ethyl-5-methyl-phenyl]-[1,2,4]oxadiazol-5-yl}-2-cyclopentyl-6-methoxy-pyridine